ClC=1C=NC(=C(C(=O)NC2CCC(CC2)CN2C(N(C3=C2C=CC=C3)C=3C=NC(=CC3)O[C@@H]3COCC3)=O)C1)C 5-chloro-2-methyl-N-((1S,4r)-4-((2-oxo-3-(6-(((S)-tetra-hydrofuran-3-yl)oxy)pyridin-3-yl)-2,3-dihydro-1H-benzo[d]imidazol-1-yl)methyl)cyclohexyl)nicotinamide